ClC=1C(=C(C#N)C=C(C1)C1CCCC2=CC(=CC=C12)O)OCCCl 3-chloro-2-(2-chloroethoxy)-5-(6-hydroxy-1,2,3,4-tetrahydronaphthalen-1-yl)benzonitrile